C(#N)C1=CC(=C(OCC2=NC=CC(=N2)O[C@@H]2C[C@@H](N(CC2)CC2=NC3=C(N2C[C@H]2COCC2)C=C(C=C3)C(=O)O)C)C=C1)F 2-{[(2S,4S)-4-({2-[(4-Cyano-2-fluorophenoxy)methyl]pyrimidin-4-yl}oxy)-2-methylpiperidin-1-yl]methyl}-1-{[(3S)-oxolan-3-yl]methyl}-1H-1,3-benzodiazole-6-carboxylic acid